C(C)N1C([C@@]2(C3=CC(=CC=C13)OC)[C@@H](C2)C2=CC=C1C(=NNC1=C2)I)=O (1R,2S)-1'-ethyl-2-(3-iodo-1H-indazol-6-yl)-5'-methoxyspiro[cyclopropane-1,3'-indol]-2'-one